ClP(N1C=CC=C1)N1C=CC=C1 1,1'-(chlorophosphinediyl)bis(1H-pyrrole)